4-Chloro-1-(non-1-en-3-yn-2-yl)benzene ClC1=CC=C(C=C1)C(=C)C#CCCCCC